ClC=1C=CC(NN1)=O 6-chloro-3-oxo-2,3-dihydropyridazin